(-)-(s,s)-camphor [C@@]12(C(=O)C[C@H](CC1)C2(C)C)C